3-[(4-trifluoromethanesulfonylphenyl)amino]prop-1-yn FC(S(=O)(=O)C1=CC=C(C=C1)NCC#C)(F)F